4-(1-(2-azidoethyl)cyclohexyl)-1,2-dimethoxybenzene N(=[N+]=[N-])CCC1(CCCCC1)C1=CC(=C(C=C1)OC)OC